C1N(CCC2=CC=CC=C12)[C@H]1[C@@H](CN(CC1)C(=O)C1=CC(=NC=N1)NC=1C=C(C(=O)NC)C=CC1)O trans-3-((6-(4-(3,4-dihydroisoquinolin-2(1H)-yl)-3-hydroxypiperidine-1-carbonyl)pyrimidin-4-yl)amino)-N-methylbenzamide